(3-Glycidyloxypropyl)-trimethoxysilane C(C1CO1)OCCC[Si](OC)(OC)OC